Cl.NCC(COC1N(C(C2=CC=CC=C12)=O)C1CC1)=CF (2-(aminomethyl)-3-fluoroallyloxy)-2-cyclopropylisoindolin-1-one hydrochloride